C(#N)CC1=CC=C(OCC(=O)OCC)C=C1 ethyl 2-(4-(cyanomethyl)phenoxy)acetate